FC1=C(C=CC(=N1)C(=O)NC)N1CCN(CC1)CC1=NC=C2C3=C(C(NC2=C1F)=O)CCC3 6-Fluoro-5-(4-((4-fluoro-6-oxo-6,7,8,9-tetrahydro-5H-cyclopenta[c][1,6]naphthyridin-3-yl)methyl)piperazin-1-yl)-N-methylpicolinamide